COC=1C=C(C=CC1OC)C1=NC(=CN=C1)C=1SC=C(C1)CCCCCC 2-(3,4-Dimethoxyphenyl)-6-(4-hexylthiophen-2-yl)pyrazine